tert-Butyl 4-(1-(3-cyano-6-(2,4-dimethyl-1-oxa8-azaspiro[4.5]dec-3-en-8-yl)-2-(trifluoromethyl)pyridin-4-yl)azetidin-3-yl)piperazine-1-carboxylate C(#N)C=1C(=NC(=CC1N1CC(C1)N1CCN(CC1)C(=O)OC(C)(C)C)N1CCC2(C(=CC(O2)C)C)CC1)C(F)(F)F